BrCCOCCOCCOCCOCCOCCOCC#C 1-bromo-3,6,9,12,15,18-hexaoxahenicos-20-yne